FC1(CN(C1)C1=CN=NN1CC(=O)O)F 2-(5-(3,3-difluoroazetidin-1-yl)-1H-1,2,3-triazol-1-yl)acetic acid